C(C)OC(=O)C1CC(C1)CN1C(N(C=2N=CN(C2C1=O)C)C)=O 3-[(3,7-dimethyl-2,6-dioxo-purin-1-yl)methyl]cyclobutanecarboxylic acid ethyl ester